BrC=1C=NN(C1)C1CCC(CC1)(F)F 4-bromo-1-(4,4-difluoro-cyclohexyl)pyrazole